C(N)(=N)N1CCC(=CC1)C1=C(C(=C(C(=O)NC2=CC(=C(C=C2)C=2CCN(CC2)C(N)=N)OC)C=C1)F)F 4-(1-carbamimidoyl-1,2,3,6-tetrahydro-pyridin-4-yl)-N-[4-(1-carbamimidoyl-1,2,3,6-tetrahydro-pyridin-4-yl)-3-methoxy-phenyl]-2,3-difluoro-benzamide